C(#C)C1CCN(CC1)C(=O)OC(C)(C)C 1,1-dimethylethyl 4-ethynyl-1-piperidinecarboxylate